1,1-dimethylpyrrolidin-1-ium methyl-carbonate COC([O-])=O.C[N+]1(CCCC1)C